(6R)-2-(1-fluorocyclopropyl)-5-[2-(2-fluorophenyl)sulfonyl-2-azaspiro[3.3]heptan-6-yl]-6-methyl-7,8-dihydro-6H-pyrazolo[1,5-a][1,4]diazepin-4-one FC1(CC1)C1=NN2C(C(N([C@@H](CC2)C)C2CC3(CN(C3)S(=O)(=O)C3=C(C=CC=C3)F)C2)=O)=C1